C(C)(=O)N[C@@H](CCCC(=O)OC(C)(C)C)C(=O)N[C@H](C(=O)NCC1=C(C=CC(=C1)OCCCCNC(=O)OC(C)(C)C)C)CCC1=CC=CC=C1 (S)-tert-butyl 5-acetamido-6-(((S)-1-((5-(4-((tert-butoxycarbonyl)amino)butoxy)-2-methylbenzyl)amino)-1-oxo-4-phenylbutan-2-yl)amino)-6-oxohexanoate